Cl.N[C@H]([C@H](CN(N)CC1=CC=C(C=C1)C1=NC=CC=C1)O)CC1=CC=CC=C1 (2S,3S)-3-amino-4-phenyl-1-(1-(4-(pyridin-2-yl)benzyl)hydrazino)butan-2-ol hydrochloride